3-(5-bromo-4-methylpyridin-3-yl)-6-(2-chlorophenyl)thieno[3,2-d]pyrimidine-2,4(1H,3H)-dione BrC=1C(=C(C=NC1)N1C(NC2=C(C1=O)SC(=C2)C2=C(C=CC=C2)Cl)=O)C